C(#N)C1=C(OC=2C(=C3C(N(C=NC3=CC2)C2COC3(C2)CCNCC3)=O)N(C)C)C(=CC=C1NS(N(C)CC)(=O)=O)F 3-[6-[2-cyano-3-[[ethyl(methyl)sulfamoyl]amino]-6-fluoro-phenoxy]-5-(dimethylamino)-4-oxo-quinazolin-3-yl]-1-oxa-8-azaspiro[4.5]decane